4-bromo-1-chloro-2-(4-(2-cyclopropoxyethoxy)benzyl)benzene BrC1=CC(=C(C=C1)Cl)CC1=CC=C(C=C1)OCCOC1CC1